pyridine-3,4-dicarboxylate N1=CC(=C(C=C1)C(=O)[O-])C(=O)[O-]